n-undecyl-cyclodecane C(CCCCCCCCCC)C1CCCCCCCCC1